O=C(CCC(OC[N+]1(CCOCC1)C=1OC2=C(C(C1)=O)C=CC=C2C2=CC=CC=C2)=O)N[C@@H](CCCNC(N)=N)C(=O)NCC(=O)N[C@@H](CC(O)=O)C(=O)N[C@@H](CO)C(=O)O N2-[1,4-dioxo-4-[[4-(4-oxo-8-phenyl-4H-1-benzopyran-2-yl)morpholinium-4-yl]methoxy]butyl]-L-arginyl-glycyl-L-alpha-aspartyl-L-serine